tert-butyl((1S,3S)-3-((4-(pyrazolo[1,5-a]pyrimidin-5-yl)pyrimidin-2-yl)amino)cyclopentyl)carbamate C(C)(C)(C)OC(N[C@@H]1C[C@H](CC1)NC1=NC=CC(=N1)C1=NC=2N(C=C1)N=CC2)=O